1-(4-((7-(benzyloxy)-6-methoxyquinazolin-4-yl)oxy)-2-chlorophenyl)-3-(4-chloro-3-(trifluoromethyl)phenyl)urea C(C1=CC=CC=C1)OC1=C(C=C2C(=NC=NC2=C1)OC1=CC(=C(C=C1)NC(=O)NC1=CC(=C(C=C1)Cl)C(F)(F)F)Cl)OC